6-amino-4-((4-fluoro-2-hydroxyphenyl)amino)-N-phenylpyridinamide NC1=CC(=CC(=N1)C(=O)NC1=CC=CC=C1)NC1=C(C=C(C=C1)F)O